5-[(7R)-1-fluoro-3-hydroxy-7-{[(oxetan-3-yl)methyl]amino}-5,6,7,8-tetrahydronaphthalen-2-yl]-1λ6,2,5-thiadiazolidine-1,1,3-trione FC1=C(C(=CC=2CC[C@H](CC12)NCC1COC1)O)N1CC(NS1(=O)=O)=O